FC=1C(=C(C=CC1)NC(=S)C=1C(NCCC1O)=O)C N-(3-fluoro-2-methylphenyl)-4-hydroxy-2-oxo-5,6-dihydro-1H-pyridine-3-carbothioamide